ethyl 2-oxo-2-[(2S,5R)-2-(2-methoxy-4-pyridyl)-5-methyl-1-piperidyl]acetate O=C(C(=O)OCC)N1[C@@H](CC[C@H](C1)C)C1=CC(=NC=C1)OC